ClC1(CC1)C(CN1NC=NC1=S)(CCC1=C(C=CC=C1)Cl)O 2-[2-(1-chlorocyclopropyl)-3-o-chlorobenzyl-2-hydroxypropyl]-1,2,4-triazolethione